(4R)-1-[(2S)-2-azido-3-methylbutanoyl]-N-{(1R)-1-[4-(1-ethyl-1H-pyrazol-5-yl)phenyl]-2-hydroxyethyl}-4-hydroxy-L-prolinamide N(=[N+]=[N-])[C@H](C(=O)N1[C@@H](C[C@H](C1)O)C(=O)N[C@@H](CO)C1=CC=C(C=C1)C1=CC=NN1CC)C(C)C